ClC1=C(C=C2C=C(N=CC2=C1)NC(=O)[C@H]1[C@H]([C@@H]1C1=NC=CC=C1)C)N1CC[NH+](CC1)[C@@]1(COC[C@@H]1F)C (1S,2S,3S)-N-[7-chloro-6-[4-((3R,4R)-4-fluoro-3-methyl-tetrahydrofuran-3-yl)piperazin-4-ium-1-yl]-3-isoquinolyl]-2-methyl-3-(2-pyridyl)cyclopropanecarboxamide